N-lauroyl-creatine sodium [Na].C(CCCCCCCCCCC)(=O)NC(N(CC(=O)O)C)=N